C(C=C)(=O)OCCCCOC1=C(C=C(C(=O)OC2=C(C=C(C=C2)OC(C2=CC(=C(C=C2)OCCCCOC(C=C)=O)OC)=O)OC)C=C1)OC 2-methoxybenzene-1,4-diyl bis{4-[4-(acryloyloxy)butoxy]-3-methoxybenzoate}